CC1(C2=CC=CC=C2C=2C=CC=CC2C1)C 9,9-dimethylphenanthrene